1-amino-3-(hydroxymethyl)pyrazol-1-ium N[N+]=1NC(=CC1)CO